[C@H](C)(CC)NCCC(=O)NC1=C(C2=C(CN(CC2)C(=O)OC(C)(C)C)S1)C=1SC2=C(N1)C=C(C=C2)F tert-butyl (S)-2-(3-(sec-butylamino)propanamido)-3-(5-fluorobenzo[d]thiazol-2-yl)-4,7-dihydrothieno[2,3-c]pyridine-6(5H)-carboxylate